C1(CCCCC1)N1CCC(CC1)NC1=NC(=NC2=CC(=C(C=C12)OC)OC)NCCCNC(C=C)=O N-(3-((4-((1-cyclohexylpiperidin-4-yl)amino)-6,7-dimethoxyquinazolin-2-yl)amino)propyl)acrylamide